CN1C2=C(OC[C@@H](C1=O)NC(=O)C1=NC=CC(=C1)OC1=CC=CC=C1)C=CC(=N2)C#CC2COC2 (S)-N-(5-methyl-7-(oxetan-3-ylethynyl)-4-oxo-2,3,4,5-tetrahydropyrido[3,2-b][1,4]oxazepin-3-yl)-4-phenoxypyridineamide